C(#N)C=1C(OC(C1C)(C)C)=C(C#N)C#N 2-(3-Cyano-4,5,5-trimethyl-2(5H)-furanyliden)-propanedinitril